ClC=1C(N(C(=CC1OC([2H])([2H])C1=NC=C(C=C1F)F)C)C1=CC(=NC=C1C)N1N=C(C(=C1)F)C(C)(C)N(C(C)=O)C)=C=O N-(2-(1-(3-chloro-4-((3,5-difluoropyridin-2-yl)methoxy-d2)-5',6-dimethyl-2-carbonyl-2H-[1,4'-bipyridin]-2'-yl)-4-fluoro-1H-pyrazol-3-yl)propan-2-yl)-N-methylacetamide